tertbutyl ((2S)-2-phenyl-1-(2,2,2-trifluoroacetyl)piperidin-4-yl)carbamate C1(=CC=CC=C1)[C@H]1N(CCC(C1)NC(OC(C)(C)C)=O)C(C(F)(F)F)=O